Cl.FC(OC=1C(=C(C=CC1)[C@@H](C)N)F)F (R)-1-(3-(difluoromethoxy)-2-fluorophenyl)ethane-1-amine hydrochloride